C(#N)C1=C(C=CC=C1)[C@H]([C@H](C)C=1N(C(C(=C(N1)C(=O)NC=1C=NOC1)O)=O)C)C=1C=NC(=NC1)C 2-((1s,2s)-1-(2-cyanophenyl)-1-(2-methylpyrimidin-5-yl)propan-2-yl)-5-hydroxy-N-(isoxazol-4-yl)-1-methyl-6-oxo-1,6-dihydropyrimidine-4-carboxamide